3-tert-butylpyridine C(C)(C)(C)C=1C=NC=CC1